C(#N)C1=C(CCOC1)C(=O)[O-] 5-cyano-3,6-dihydro-2H-pyran-4-carboxylate